FC(OC1=NC=CC(=C1)CCNC(=O)N[C@H]1[C@@H](C1)C1=CC=CC=C1)F 1-[2-(difluoromethoxy)pyridin-4-ylethyl]-3-[(1R,2S)-2-phenylcyclopropyl]urea